C1(CC1)C=1C(=NON1)C(=O)N[C@H](C=1N=C2N(N=CC(=C2)C[C@@H]2C(NC[C@@H]2C(F)(F)F)=O)C1)C1CCC(CC1)(F)F |o1:21,25| 4-Cyclopropyl-N-((S)-(4,4-difluorocyclohexyl)(7-(((3S*,4R*)-2-oxo-4-(trifluoromethyl)pyrrolidin-3-yl)methyl)imidazo[1,2-b]pyridazin-2-yl)methyl)-1,2,5-oxadiazole-3-carboxamide